2-({[3-fluoro-4-(propan-2-yl)phenyl](1H-pyrazol-5-yl)methyl}carbamoyl)cyclopentane-1-carboxylic acid FC=1C=C(C=CC1C(C)C)C(C1=CC=NN1)NC(=O)C1C(CCC1)C(=O)O